(2-Ethoxy-4-{6-[2-(5-fluoro-2,7-dimethyl-benzofuran-3-yl)-ethylamino]-pyrimidin-4-yl}-phenoxy)-acetic acid C(C)OC1=C(OCC(=O)O)C=CC(=C1)C1=NC=NC(=C1)NCCC1=C(OC2=C1C=C(C=C2C)F)C